benzyl (2-aminoethyl)(methyl)carbamate NCCN(C(OCC1=CC=CC=C1)=O)C